C(CCC)OC(C(O)OCCOCC)C 2-butoxy(2-ethoxyethoxy)-1-propanol